ClC=1C=C(C(=NC1)OC=1C(=CC=2N(C1)C(=C(N2)C(=O)NC2(CCS(CC2)(=O)=O)C)C)F)OCC(F)(F)F 6-[[5-chloro-3-(2,2,2-trifluoroethoxy)-2-pyridyl]oxy]-7-fluoro-3-methyl-N-(4-methyl-1,1-dioxo-thian-4-yl)imidazo[1,2-a]pyridine-2-carboxamide